C(C)[S@](=O)(=N)C=1C=C(C=NC1C1=NC2=C(C(N(C(=C2)C(F)(F)F)OC)=O)N1C)C1(CC1)C#N |r| racemic-1-[5-(ethylsulfonimidoyl)-6-[5-methoxy-3-methyl-4-oxo-6-(trifluoromethyl)imidazo[4,5-c]pyridin-2-yl]-3-pyridyl]cyclopropanecarbonitrile